NC1=C(C(=NC=N1)OC1=C(C=C(C=C1)NC(=O)C=1C(N(C=CC1)C1=CC=C(C=C1)C(F)(F)F)=O)F)Cl N-(4-((6-amino-5-chloropyrimidin-4-yl)oxy)-3-fluorophenyl)-2-oxo-1-(4-(trifluoromethyl)phenyl)-1,2-dihydropyridine-3-carboxamide